S1C(=CC=C1)CCC(=O)O thiophenepropionic acid